(S,E)-2-(((3-aminobutan-2-ylidene)amino)oxy)-1-(4-(5-(trifluoromethyl)pyrimidin-2-yl)piperazin-1-yl)ethanone N[C@H](\C(\C)=N\OCC(=O)N1CCN(CC1)C1=NC=C(C=N1)C(F)(F)F)C